C1(CC1)N1N=C(C(=C1)C=C1CC2(CN(C2)C(=O)OC(C)(C)C)C1)C(F)(F)F Tert-Butyl 6-[[1-cyclopropyl-3-(trifluoromethyl)pyrazol-4-yl]methylene]-2-azaspiro[3.3]heptane-2-carboxylate